1-[(1E)-3,3-Dimethoxy-2-methyl-1-propenyl]-4-methylbenzene COC(/C(=C/C1=CC=C(C=C1)C)/C)OC